Pentaerythritol Tris(4-Mercaptobutyrate) SCCCC(=O)OCC(COC(CCCS)=O)(COC(CCCS)=O)CO